CC=1C=C(C=NC1)C(=O)N1CCN(CC1)C(C1=CSC=C1)C1=CC=CC=C1 1-(5-methylpyridine-3-carbonyl)-4-[phenyl(thiophen-3-yl)methyl]piperazine